2-((5-bromo-2-ethyl-2H-pyrazolo[4,3-b]pyridin-3-yl)amino)-4-(4-fluorophenyl)thiazole-5-carbonitrile BrC=1C=CC=2C(N1)=C(N(N2)CC)NC=2SC(=C(N2)C2=CC=C(C=C2)F)C#N